FC(C1NCCC(C1)C(=O)O)(F)F 2-(trifluoromethyl)piperidine-4-carboxylic acid